N-[3-fluoro-4-({6-methoxy-7-[2-(3-methoxypyrrolidin-1-yl)ethoxy]quinolin-4-yl}oxy)phenyl]-5-(4-fluorophenyl)-6-oxo-2,3,5,6-tetrahydrofuro[3,2-c]pyridine-7-carboxamide FC=1C=C(C=CC1OC1=CC=NC2=CC(=C(C=C12)OC)OCCN1CC(CC1)OC)NC(=O)C1=C2C(=CN(C1=O)C1=CC=C(C=C1)F)CCO2